2-((1S,4S)-2,5-diazabicyclo[2.2.1]-heptan-2-yl)-N-((S)-chroman-4-yl)benzo-[d]thiazole-6-carboxamide [C@@H]12N(C[C@@H](NC1)C2)C=2SC1=C(N2)C=CC(=C1)C(=O)N[C@H]1CCOC2=CC=CC=C12